Piperidine-4-yl(thiazol-2-yl)methanone N1CCC(CC1)C(=O)C=1SC=CN1